Cl.C1(CC1)C1=NC=CC=2NC=3C=C(C(=CC3C21)OC)OCCOCCN(C)C {2-[2-({1-cyclopropyl-8-methoxy-5H-pyrido[4,3-b]indol-7-yl}oxy)ethoxy]ethyl}dimethylamine hydrochloride